(R)-6-chloro-3-((1-(2-(2-(difluoromethyl)-2,6-dihydropyrrolo[3,4-c]pyrazol-5(4H)-yl)-3,6-dimethyl-4-oxo-3,4-dihydroquinazolin-8-yl)ethyl)amino)-N-(methylsulfonyl)picolinamide ClC1=CC=C(C(=N1)C(=O)NS(=O)(=O)C)N[C@H](C)C=1C=C(C=C2C(N(C(=NC12)N1CC2=NN(C=C2C1)C(F)F)C)=O)C